N-(3-((1-(2'-aminobiphenylcarbonyl)-4-hydroxypiperidin-4-yl)methyl)-4-oxo-3,4-dihydroquinazolin-7-yl)-3-(4-methylpiperazin-1-yl)propanamide NC1=C(C=CC=C1)C=1C(=CC=CC1)C(=O)N1CCC(CC1)(O)CN1C=NC2=CC(=CC=C2C1=O)NC(CCN1CCN(CC1)C)=O